N-((5-chloro-6-(5-fluoroisoindolin-2-yl)-1H-indol-2-yl)methyl)acetamide ClC=1C=C2C=C(NC2=CC1N1CC2=CC=C(C=C2C1)F)CNC(C)=O